NC1=NNC2=NC(=C(C=C21)F)NC2=C1CC(NC1=CC=C2)=O 4-((3-amino-5-fluoro-1H-pyrazolo[3,4-b]pyridin-6-yl)amino)indolin-2-one